tert-butyl (R)-(1-(5-amino-2-isopropyl-2H-indazol-4-yl)-3-methylpyrrolidin-3-yl)carbamate NC1=C(C2=CN(N=C2C=C1)C(C)C)N1C[C@](CC1)(C)NC(OC(C)(C)C)=O